CC=1C=C2C(C=3C=CC=C(C3C(C2=CC1)=O)SC)=O 6-methyl-1-(methylthio)anthracene-9,10-dione